Methyl-(2S)-2-[4-fluoro-2-(4-ethoxy-4,5-dihydroisoxazol-3-yl)phenoxy]propanoat COC([C@H](C)OC1=C(C=C(C=C1)F)C1=NOCC1OCC)=O